F[P-](F)(F)(F)(F)F.ClC=1C=CC2=C(N(N=N2)O[P+](N2CCCC2)(N2CCCC2)N2CCCC2)C1 (6-chloro-benzotriazol-1-yloxy)tris(pyrrolidinyl)phosphonium hexafluorophosphate